3-{2-[(5-cyclopropyl-1H-1,2,4-triazol-3-yl)amino]-5-(pyridin-4-yl)-1,3-thiazol-4-yl}benzonitrile C1(CC1)C1=NC(=NN1)NC=1SC(=C(N1)C=1C=C(C#N)C=CC1)C1=CC=NC=C1